3-(2-(2-(prop-2-yn-1-yloxy)ethoxy)ethoxy)prop-1-yne C(C#C)OCCOCCOCC#C